FC(S(=O)(=O)OC=1C=C2C(=NN(C(C2=CC1C)=O)C)N[C@H](C)C1=CC(=CC(=C1)C(F)(F)F)[N+](=O)[O-])(F)F (R)-2,7-dimethyl-4-((1-(3-nitro-5-(trifluoromethyl) phenyl) ethyl) amino)-1-oxo-1,2-dihydrophthalazin-6-yl trifluoromethanesulfonate